N-(4-(4-((4-(2-(2,6-dioxopiperidin-3-yl)-1,3-dioxoisoindolin-5-yl)piperazin-1-yl)methyl)piperidin-1-yl)-2-fluorophenyl)-2,5-dimethylpiperazine-1-carboxamide O=C1NC(CCC1N1C(C2=CC=C(C=C2C1=O)N1CCN(CC1)CC1CCN(CC1)C1=CC(=C(C=C1)NC(=O)N1C(CNC(C1)C)C)F)=O)=O